N-(2-((R)-2-(azetidin-1-ylmethyl)-pyrrolidin-1-yl)-4-methoxy-5-((6-((R)-3-(3-phenoxyphenyl)isoxazolidin-2-yl)pyrimidin-4-yl)amino)-phenyl)acrylamide N1(CCC1)C[C@@H]1N(CCC1)C1=C(C=C(C(=C1)OC)NC1=NC=NC(=C1)N1OCC[C@@H]1C1=CC(=CC=C1)OC1=CC=CC=C1)NC(C=C)=O